6-(3-((4-(Pentafluoro-λ6-sulfaneyl)phenyl)thio)pyrazin-2-yl)quinazolin-4-amine FS(C1=CC=C(C=C1)SC=1C(=NC=CN1)C=1C=C2C(=NC=NC2=CC1)N)(F)(F)(F)F